N-methyl-1-(p-tolyl)-1H-1,2,4-triazole-3-carboxamide CNC(=O)C1=NN(C=N1)C1=CC=C(C=C1)C